C1(CC1)OCC=1C=CC(=NC1)C(C(=O)N)C (5-(cyclopropoxymethyl)pyridin-2-yl)propanamide